C(#N)C1=C(C=C(C=N1)SCCC(C#N)C#N)SCC 2-[2-[(6-cyano-5-ethylsulfanyl-3-pyridyl)sulfanyl]ethyl]malononitrile